3-({[(4R)-7-{methyl-[4-(trifluoromethyl)phenyl]amino}-3,4-dihydro-2H-1-benzopyran-4-yl]methyl}amino)pyridine-4-carboxylic acid methyl ester COC(=O)C1=C(C=NC=C1)NC[C@@H]1CCOC2=C1C=CC(=C2)N(C2=CC=C(C=C2)C(F)(F)F)C